phenylsulfinyl-imidazole C1(=CC=CC=C1)S(=O)C=1NC=CN1